ClC=1C(=NC=C(C1)[N+](=O)[O-])N1CCN(CC1)C 1-(3-chloro-5-nitro-2-pyridyl)-4-methyl-piperazine